2-(trimethylsilyl)furo[3,2-b]pyridin-4-oxide C[Si](C1=CC2=[N+](C=CC=C2O1)[O-])(C)C